(1R,2S,3R,4S,5R)-8-azabicyclo(3.2.1)octane-1,2,3,4-tetraol [C@]12([C@H]([C@@H]([C@H]([C@@H](CC1)N2)O)O)O)O